NCCNCC(C(=O)O)CNCCN 3-(2-aminoethylamino)-2-[(2-aminoethylamino)methyl]Propionic acid